1-[4-(diethylaminomethylethoxymethylsilyl)phenyl]-1-phenylethylene C(C)N(CC)C[SiH](C1=CC=C(C=C1)C(=C)C1=CC=CC=C1)COCC